4,4'-(thianthrene-2,8-diyl)dibenzoic acid C1=C(C=CC=2SC3=CC=C(C=C3SC12)C1=CC=C(C(=O)O)C=C1)C1=CC=C(C(=O)O)C=C1